ethyl 5-ethylsulfonyl-4-oxo-1-[4-(trifluoromethoxy)phenyl]cinnoline-3-carboxylate C(C)S(=O)(=O)C1=C2C(C(=NN(C2=CC=C1)C1=CC=C(C=C1)OC(F)(F)F)C(=O)OCC)=O